C(C)(C)(C)OC(=O)C1=CNC=2N=CN=CC21 7H-pyrrolo[2,3-d]Pyrimidine-5-carboxylic acid tert-butyl ester